BrC1=CC=C2C=CN=C(C2=C1)C1C(NC(CC1)=O)=O 3-(7-bromoisoquinolin-1-yl)piperidine-2,6-dione